CC1=C(C(=O)NC2(CN(C2)C)C2=CC=CC3=CC=CC=C23)C=C(C=C1)OCCNC 2-Methyl-N-(1-methyl-3-(naphthalen-1-yl)azetidin-3-yl)-5-(2-(methylamino)ethoxy)benzamide